benzyl (1r,4r)-4-(4-bromo-2-methylphenoxy)cyclohexane-1-carboxylate BrC1=CC(=C(OC2CCC(CC2)C(=O)OCC2=CC=CC=C2)C=C1)C